C(C)(C)(C)OC(=O)N1[C@@H](C[C@@H](C1)O[Si](C)(C)C(C)(C)C)C(=O)O (2s,4s)-1-tert-butoxycarbonyl-4-[tert-butyl-(dimethyl)silyl]oxy-pyrrolidine-2-carboxylic acid